COC1=NC=NC(=C1C1=CN(C2=NC(=CC=C21)NC(=O)NCC(CN(C)C)F)COCC[Si](C)(C)C)OC 1-[3-(4,6-dimethoxypyrimidin-5-yl)-1-{[2-(trimethylsilyl)ethoxy]methyl}pyrrolo[2,3-b]pyridin-6-yl]-3-[3-(dimethylamino)-2-fluoropropyl]urea